N-[1-[[tert-butyl(dimethyl)silyl]oxymethyl]cyclopropyl]piperidin-4-amine [Si](C)(C)(C(C)(C)C)OCC1(CC1)NC1CCNCC1